1-(4-(bis(benzo[d][1,3]dioxol-5-yl)amino)piperidine-1-carbonyl)-1H-benzo[d][1,2,3]triazole-5-carbonitrile O1COC2=C1C=CC(=C2)N(C2CCN(CC2)C(=O)N2N=NC1=C2C=CC(=C1)C#N)C1=CC2=C(OCO2)C=C1